2-(2-bromo-6-fluoro-4-methoxyphenyl)-6-ethoxy-2,5-dihydro-4H-pyrazolo[3,4-d]pyrimidin-4-one BrC1=C(C(=CC(=C1)OC)F)N1N=C2N=C(NC(C2=C1)=O)OCC